1-((3S,4S)-1-(imidazo[1,5-a]pyridine-8-carbonyl)-4-phenylpiperidin-3-yl)imidazolidin-2-one C=1N=CN2C1C(=CC=C2)C(=O)N2C[C@H]([C@@H](CC2)C2=CC=CC=C2)N2C(NCC2)=O